2-(9-bromo-8-chloro-4-methyl-5,6-dihydro-4H-[1,4]oxazepino[5,6,7-de]quinazolin-5-yl)acetonitrile BrC=1C(=C2C=3C(=NC=NC3C1)N(C(CO2)CC#N)C)Cl